(1R,3R)-3-((S)-2-((Cyclohexyloxy)methyl)-6-(methoxycarbonyl)-7-methyl-6,7,8,9-tetrahydro-3H-imidazo[4,5-f]chinolin-3-yl)cyclohexan C1(CCCCC1)OCC=1N(C=2C(=C3CC[C@@H](N(C3=CC2)C(=O)OC)C)N1)C1CCCCC1